2-({(2-Methoxy-2-oxoethyl)[(4-methylphenyl)sulfonyl]amino}methyl)-3-nitrobenzoic acid methyl ester COC(C1=C(C(=CC=C1)[N+](=O)[O-])CN(S(=O)(=O)C1=CC=C(C=C1)C)CC(=O)OC)=O